C1COCCC12CCN(CC2)CCOC=2C=C(C=1N(C2)N=CC1C#N)C1=NC=C(N=C1)N1CC2N(C(C1)C2)CC=2C=NC(=CC2)OC 6-(2-(3-oxa-9-azaspiro[5.5]undec-9-yl)ethoxy)-4-(5-(6-((6-methoxypyridin-3-yl)methyl)-3,6-diazabicyclo[3.1.1]heptan-3-yl)pyrazin-2-yl)pyrazolo[1,5-a]pyridine-3-carbonitrile